OC1(CN(C1)C=O)C (3-hydroxy-3-methyl-azetidin-1-yl)methanone